C1OCC12CC(C2)OC=2C(=NC(=CC2)Br)CN(C)C 1-(3-((2-oxaspiro[3.3]heptan-6-yl)oxy)-6-bromopyridin-2-yl)-N,N-dimethylmethanamine